COC1=NOC(=C1)C(=O)NC=1C=CC2=C(N=C(O2)C=2C=NC=CC2)C1 3-methoxy-N-[2-(pyridin-3-yl)-1,3-benzoxazol-5-yl]-1,2-oxazole-5-carboxamide